2-methyl-N-[1-[3-[2-(trifluoromethyl)-4-pyridyl]-1,2,4-thiadiazol-5-yl]ethyl]propane-2-sulfinamide CC(C)(C)S(=O)NC(C)C1=NC(=NS1)C1=CC(=NC=C1)C(F)(F)F